CC=1C(=NC2=CC=CC=C2C1C1=C2C=NN(C2=CC=C1C)C1OCCCC1)N1CC2(CN(C2)C(=O)OC(C)(C)C)CC1 tert-butyl 6-(3-methyl-4-(5-methyl-1-(tetrahydro-2H-pyran-2-yl)-1H-indazol-4-yl) quinolin-2-yl)-2,6-diazaspiro[3.4]octane-2-carboxylate